2-[[(Z)-2-cyano-3-hydroxy-3-(5-methylisoxazol-4-yl)prop-2-enoyl]amino]-N-methyl-N-phenyl-pyrimidine-5-carboxamide C(#N)/C(/C(=O)NC1=NC=C(C=N1)C(=O)N(C1=CC=CC=C1)C)=C(\C=1C=NOC1C)/O